3-(1-(6-(5-Chloro-1H-pyrazol-4-yl)-4-(2-(dimethylamino)ethyl)-1-oxoisoquinolin-2(1H)-yl)ethyl)-N-methylbenzamide ClC1=C(C=NN1)C=1C=C2C(=CN(C(C2=CC1)=O)C(C)C=1C=C(C(=O)NC)C=CC1)CCN(C)C